FC(S(=O)(=O)NC1=C(C=C(C=C1)C1=NNC(=C1C(=O)N)NC1=NOC(=C1)C1(CCOCC1)C)O[C@@H](C)C1=CC=C(C=C1)F)F (S)-3-(4-((difluoromethyl)sulfonamido)-3-(1-(4-fluorophenyl)ethoxy)phenyl)-5-((5-(4-methyltetrahydro-2H-pyran-4-yl)isoxazol-3-yl)amino)-1H-pyrazole-4-carboxamide